(S)-1,3-butanediol diacetate C(C)(=O)OCC[C@H](C)OC(C)=O